N-(5-((6-((R)-3-(2,5-difluorophenyl)isoxazolidine-2-yl)pyrimidine-4-yl)amino)-4-methoxy-2-(2-methyl-1H-imidazole-1-yl)phenyl)acrylamide 3-methyl-1-phenylpyrazol-5-yl-dimethylcarbamate CC1=NN(C(=C1)CN(C(O)=O)C)C1=CC=CC=C1.FC1=C(C=C(C=C1)F)[C@@H]1N(OCC1)C1=CC(=NC=N1)NC=1C(=CC(=C(C1)NC(C=C)=O)N1C(=NC=C1)C)OC